COC(C1=C(C=C(C(=C1)OC)Br)[N+](=O)[O-])=O.C(=O)O.OC=1C=C2C(N(C=NC2=CC1C=1N=C2N(C=CC(=N2)C=2CC(NC(C2)(C)C)(C)C)C1)C)=O 6-hydroxy-3-methyl-7-(7-(2,2,6,6-tetramethyl-1,2,3,6-tetrahydropyridin-4-yl)imidazo[1,2-a]pyrimidin-2-yl)quinazolin-4(3H)-one formate methyl-4-bromo-5-methoxy-2-nitrobenzoate